[1,2,4]triazolo[1,5-c]quinazolin-5(6H)-one N=1C=NN2C(NC=3C=CC=CC3C21)=O